CC1=C(C(=NO1)OC[C@H]1N(CCC1)C)C1=CC=2N(C=C1)N=C(C2)NC(=O)C2CC2 N-[5-[5-methyl-3-[[(2S)-1-methylpyrrolidin-2-yl]methoxy]isoxazol-4-yl]pyrazolo[1,5-a]pyridin-2-yl]cyclopropanecarboxamide